1-phenyl-2-(p-toluenesulfonyl)-3-hexanone C1(=CC=CC=C1)CC(C(CCC)=O)S(=O)(=O)C1=CC=C(C)C=C1